FC1=CC(=C(C=C1)CC(=O)N1C=CC2=CC=C(C=C12)OC(F)(F)F)OC 2-(4-fluoro-2-methoxyphenyl)-1-(6-(trifluoromethoxy)indol-1-yl)ethanone